2-(2-hydroxy-3-methoxyphenyl)-4(s)-phenylimidazole OC1=C(C=CC=C1OC)C=1NC=C(N1)C1=CC=CC=C1